CC(C)=C(CCCC)C 2,3-dimethyl-2-heptene